2-(6,7-difluoro-1H-indol-3-yl)-N,N-dimethyl-2-oxoacetamide FC1=CC=C2C(=CNC2=C1F)C(C(=O)N(C)C)=O